3-Hydroxy-4-(2-methoxy-3-nitrobenzamido)pyrrolidine-1-carboxylate OC1CN(CC1NC(C1=C(C(=CC=C1)[N+](=O)[O-])OC)=O)C(=O)[O-]